Cl.N1C[C@@H]([C@H](C1)O)O (3S,4S)-pyrrolidine-3,4-diol hydrochloride